FC1=C(C=CC=C1)C1=NN2C(N=CC=C2)=C1C(=O)OCC Ethyl 2-(2-fluorophenyl)pyrazolo[1,5-a]pyrimidine-3-carboxylate